4-bromo-N-(3-(4,4-difluoropiperidin-1-yl)-2-fluorophenyl)-2-(6-azaspiro[2.5]octan-6-yl)benzamide BrC1=CC(=C(C(=O)NC2=C(C(=CC=C2)N2CCC(CC2)(F)F)F)C=C1)N1CCC2(CC2)CC1